(hexyloxy)-3,4,12,12a-tetrahydro-1H-[1,4]oxazino[3,4-c]pyrido[2,1-f][1,2,4]triazine-6,8-dione C(CCCCC)OC1OCCN2C1NN1C(C2=O)=CC(C=C1)=O